(((R)-1-carboxy-2-mercaptoethyl)carbamoyl)-L-glutamic acid C(=O)(O)[C@H](CS)NC(=O)N[C@@H](CCC(=O)O)C(=O)O